ClC1=CC=C(C=C1)C1=CC(=NC(=N1)C=1C=NN(C1)C)C(=O)N[C@@H](C)C1=CC(=CC=C1)F (S)-6-(4-chlorophenyl)-N-(1-(3-fluorophenyl)ethyl)-2-(1-methyl-1H-pyrazol-4-yl)pyrimidine-4-carboxamide